tert-butyl 3-(4-((tert-butyldimethylsilyl)oxy)-2-chlorophenyl)-3-hydroxyazetidine-1-carboxylate [Si](C)(C)(C(C)(C)C)OC1=CC(=C(C=C1)C1(CN(C1)C(=O)OC(C)(C)C)O)Cl